C(C(CCC)CCC)(=O)OCCOC(C(CCC)CCC)=O ethylene glycol divalproate